3-(1,2-Dihydroacenaphthylen-3-yl)pyridine C1CC2=C(C=CC3=CC=CC1=C23)C=2C=NC=CC2